CO[C@@H]1C[C@H](C1)NC1=NN2C(C=N1)=C(C=C2)C=2C=C1C(=NC2)N=C(N1C1CCOCC1)C N-(trans-3-methoxycyclobutyl)-5-(2-methyl-1-(tetrahydro-2H-pyran-4-yl)-1H-imidazo[4,5-b]pyridin-6-yl)pyrrolo[2,1-f][1,2,4]triazin-2-amine